C(C)(C)N1N=C(N=C1C1[C@H]2CC(C[C@@H]12)=O)C1=CC(=CC=C1)C(F)(F)F (1R,5S,6r)-6-(1-Isopropyl-3-(3-(trifluoromethyl)phenyl)-1H-1,2,4-triazol-5-yl)bicyclo[3.1.0]hexan-3-one